C(C1=CC=CC=C1)OC(CC[C@H](NC(=O)OC(C)(C)C)C(=O)O)=O N-Boc-L-glutamic acid 5-benzyl ester